NC=1C(=C(C=C2C=C(N=CC12)NC(=O)C1C(C1C=1C=NN(C1)C)CC)C1=C(C2=C(OCCN2)N=C1)C)F trans-N-(8-amino-7-fluoro-6-(8-methyl-2,3-dihydro-1H-pyrido[2,3-b][1,4]oxazin-7-yl)isoquinolin-3-yl)-2-ethyl-3-(1-methyl-1H-pyrazol-4-yl)cyclopropane-1-carboxamide